methyl 12-(2-aminoethylamino)-12-oxododecanoate hydrochloride Cl.NCCNC(CCCCCCCCCCC(=O)OC)=O